BrC(C)C1=CC=C(C=C1)S(=O)(=O)N(C(OC(C)(C)C)=O)C tert-butyl (4-(1-bromoethyl)phenyl)sulfonyl(methyl)carbamate